2-methoxy-2-methyl-N-phenyl-1-aza-2-silacyclopentane CO[Si]1(N(CCC1)C1=CC=CC=C1)C